C(C1=CC=CC=C1)OC(=O)N[C@@H](C)C(=O)ON1C(CCC1=O)=O 2,5-dioxopyrrolidin-1-yl ((benzyloxy) carbonyl)-L-alaninate